oxo-pyruvic acid O=CC(C(=O)O)=O